OC(C)C1=CC=CC=N1 6-(1-hydroxyethyl)pyridin